BrC=1C=C(C=CC1OCC1=C(C=CC=C1)C(F)(F)F)C1C=2C(NC(C1)=O)=NNC2 4-(3-bromo-4-{[2-(trifluoromethyl)phenyl]methoxy}phenyl)-2H,4H,5H,6H,7H-pyrazolo[3,4-b]pyridin-6-one